1-{[5-(4-chlorobenzamido)-2-[(4-chlorophenyl)methyl]-3-oxo-1,2,4-thiadiazolidin-4-yl]methoxy}-3-hydroxy-1-oxopropan-2-aminium trifluoroacetate FC(C(=O)[O-])(F)F.ClC1=CC=C(C(=O)NC2N(C(N(S2)CC2=CC=C(C=C2)Cl)=O)COC(C(CO)[NH3+])=O)C=C1